2,2-difluoropropyl propionate C(CC)(=O)OCC(C)(F)F